ethylene diammonium diacetate C(C)(=O)[O-].C(C)(=O)[O-].[NH4+].[NH4+].C=C